7-chloropyrido[3,4-d]pyridazin-1-ol ClC1=CC=2C(=CN=NC2O)C=N1